CC1=CN=C(C(=C1OC)C)C[S@](=O)C2=NC3=C(N2)C=C(C=C3)OC The molecule is a 5-methoxy-2-{[(4-methoxy-3,5-dimethylpyridin-2-yl)methyl]sulfinyl}-1H-benzimidazole that has S configuration at the sulfur atom. An inhibitor of gastric acid secretion, it is used (generally as its sodium or magnesium salt) for the treatment of gastro-oesophageal reflux disease, dyspepsia, peptic ulcer disease, and Zollinger-Ellison syndrome. It has a role as a histamine antagonist, an EC 3.6.3.10 (H(+)/K(+)-exchanging ATPase) inhibitor, an anti-ulcer drug and an EC 1.4.3.4 (monoamine oxidase) inhibitor. It is a conjugate acid of an esomeprazole(1-). It is an enantiomer of a (R)-omeprazole.